FC1=C(C(=CC=C1)F)C1=CN(C2=NC(=CC=C21)NC(=O)C2CC2)COCC[Si](C)(C)C N-(3-(2,6-difluorophenyl)-1-((2-(trimethylsilyl)ethoxy)methyl)-1H-pyrrolo[2,3-b]pyridin-6-yl)cyclopropanecarboxamide